C(=O)C1=CC=C(CCNC(OC(C)(C)C)=O)C=C1 tert-butyl (4-formylphenethyl)carbamate